acetic acid (Z)-3-hexenyl ester C(C\C=C/CC)OC(C)=O